1-(1-bromoethyl)-2-(trifluoromethyl)benzene BrC(C)C1=C(C=CC=C1)C(F)(F)F